OCCOC1=NC(=CC=C1)N1CCOCC1 2-[2-hydroxyethoxy]-6-morpholinopyridin